1-[4-chloro-2-[3-(2-methoxyethyl)phenyl]phenyl]sulfonyl-4-fluoro-piperidine-4-carboxylic acid ClC1=CC(=C(C=C1)S(=O)(=O)N1CCC(CC1)(C(=O)O)F)C1=CC(=CC=C1)CCOC